OCCOCCOCCOCCNC=1C=C2CN(C(C2=CC1)=O)C1C(NC(CC1)=O)=O 3-(5-((2-(2-(2-(2-hydroxyethoxy)ethoxy)ethoxy)ethyl)amino)-1-oxoisoindolin-2-yl)piperidine-2,6-dione